(R)-8-chloro-2-(3-methylmorpholino)-1,7-naphthyridin-4-ol ClC=1N=CC=C2C(=CC(=NC12)N1[C@@H](COCC1)C)O